C1=CC(=CC=C1C2=COC3=C(C2=O)C=CC(=C3)O[C@H]4[C@@H]([C@H]([C@@H]([C@H](O4)COC(=O)CC(=O)O)O)O)O)O The molecule is a glycosyloxyisoflavone that is daidzein substituted by a 6-O-(carboxyacetyl)-beta-D-glucopyranosyl residue at position 7 via a glycosidic linkage. It has a role as a plant metabolite. It is a hydroxyisoflavone, a glycosyloxyisoflavone, a malonate ester and a monosaccharide derivative. It derives from a daidzein 7-O-beta-D-glucoside.